C(C)(C)[C@H]1CC[C@H](CC1)OC[C@@H]1N(CCC[C@@H]1NS(=O)(=O)C)C(=O)OC1=CC=CC=C1 phenyl cis-2-(((cis-4-isopropylcyclohexyl)oxy)methyl)-3-((methylsulfonyl)amino)piperidine-1-carboxylate